C(C)(=O)N1CC2C(C1)(COC2)C(=O)N2C(CC(C2)F)C(=O)NC(C2=CC=C(C=C2)C(C)C)C2=CC=CC=C2 1-{5-acetyl-hexahydro-1H-furo[3,4-c]pyrrole-3a-carbonyl}-4-fluoro-N-{phenyl-[4-(propan-2-yl)phenyl]methyl}pyrrolidine-2-carboxamide